1-methyl-3-(methyldioxy-lambda6-thio)indol-5-amine CN1C=C(C2=CC(=CC=C12)N)[SH4]OOC